C(C)(C)(C)OC(=O)N1[C@H](CC[C@@H](C1)NC(COC1=CC(=C(C=C1)Cl)F)=O)C=1OC2=C(N1)C=CC(=C2)OC(F)F (2r,5s)-5-[2-(4-chloro-3-fluorophenoxy)acetamido]-2-[6-(difluoromethoxy)-1,3-benzoxazol-2-yl]piperidine-1-carboxylic acid tert-butyl ester